C1=C(C=CC2=CC=C(C=C12)O)O 2,7-NAPHTHALENEDIOL